acryl-propyl-trimethoxysilane C(=O)(C=C)CO[Si](OC)(OC)CCC